benzyl 4-[8-[2-(tert-butoxycarbonylamino)ethyl]-2-methylsulfanyl-7-oxo-pyrido[2,3-d]pyrimidin-6-yl]-8-methyl-2,3-dihydroquinoxaline-1-carboxylate C(C)(C)(C)OC(=O)NCCN1C(C(=CC2=C1N=C(N=C2)SC)N2CCN(C1=C(C=CC=C21)C)C(=O)OCC2=CC=CC=C2)=O